BrC1=CC(=NC=C1)C(COCC)NC(OC(C)(C)C)=O tert-butyl (1-(4-bromopyridin-2-yl)-2-ethoxyethyl)carbamate